C(#N)C=1C(=NC(=C(C1CC)C#N)N1CCN(CCC1)C)SC(C(=O)N)C1=CC(=CC=C1)N1CCCC1 2-((3,5-dicyano-4-ethyl-6-(4-methyl-1,4-diazepan-1-yl)pyridin-2-yl)sulfanyl)-2-(3-(pyrrolidin-1-yl)phenyl)acetamide